N(=[N+]=[N-])C(C)(C)C1=CN=C(C2=CN=C(C=C12)Cl)OC1CN(C1)C(=O)N1CC(C1)F (3-((4-(2-Azidopropan-2-yl)-6-chloro-2,7-naphthyridin-1-yl)oxy)azetidin-1-yl)(3-fluoroazetidin-1-yl)methanone